stannum iodide [Sn](I)(I)(I)I